C(C1=CC=CC=C1)N(CCN(C)C)C N-benzyl-N,N'-trimethylethylenediamine